BrC=1C(=CC2=C(N(CC(CS2(=O)=O)(CC)CCCC)C2=CC=CC=C2)C1)O 7-bromo-3-butyl-3-ethyl-8-hydroxy-5-phenyl-2,3,4,5-tetrahydro-1,5-benzothiazepine 1,1-dioxide